NC=1C=CC2=C(C(N(C3=C(O2)C=CC=C3)CCOC)=O)C1 2-amino-10-(2-methoxy-ethyl)-10H-dibenzo[b,f][1,4]oxazepin-11-one